C1(CC1)N1N=C(C2=CC=CC=C12)C(=O)NC=1C=C(C(=O)NC2=C(C=C(C=C2)F)CC(=O)O)C=CC1N1CCCCC1 2-(2-(3-(1-Cyclopropyl-1H-indazole-3-carboxamido)-4-(piperidin-1-yl)benzamido)-5-fluorophenyl)acetic acid